COC1=C(C=C(C=C1)OC)[C@@H]1COCCCN1C1=NC(=NC(=C1)C)N (R)-4-[3-(2,5-dimethoxyphenyl)-1,4-oxazepan-4-yl]-6-methyl-pyrimidin-2-amine